C(C)(C)(C)NS(=O)(=O)C1=C(C=CC(=C1)N1C(CCC1)=O)C1=CN=C(S1)C1=CC=C(C=C1)N(C(OC(C)C)=O)C isopropyl N-[4-[5-[2-(tert-butylsulfamoyl)-4-(2-oxopyrrolidin-1-yl)phenyl]thiazol-2-yl]phenyl]-N-methyl-carbamate